5-(4-chloro-2-(1-methyl-1H-pyrazol-4-yl)phenyl)-4-methyl-2-methylenedihydrofuran-3(2H)-one ClC1=CC(=C(C=C1)C1C(C(C(O1)=C)=O)C)C=1C=NN(C1)C